6-[3-(4-{[1,2,4]triazolo[1,5-a]pyridin-5-yl}butanoyl)-3,8-diazabicyclo[3.2.1]octan-8-yl]pyridine-3-carbonitrile N=1C=NN2C1C=CC=C2CCCC(=O)N2CC1CCC(C2)N1C1=CC=C(C=N1)C#N